2-(Tri-n-butylstannyl)pyridine C(CCC)[Sn](C1=NC=CC=C1)(CCCC)CCCC